(1aR,5aR)-2-(2,4-Difluoro-phenyl)-1a,2,5,5a-tetrahydro-1H-2,3-diaza-cyclopropa[a]pentalene-4-carboxylic acid (tetrahydro-pyran-4-yl)-amide O1CCC(CC1)NC(=O)C=1C=2C[C@@H]3[C@H](C2N(N1)C1=C(C=C(C=C1)F)F)C3